CC(CCCCCCCCCCCC)CCCC(CCCC(CCCCCCCCCCCC)C)C 13,17,21-Trimethyltritriacontane